1-Heptyl-4-propylpiperidinium methansulfonat CS(=O)(=O)[O-].C(CCCCCC)[NH+]1CCC(CC1)CCC